(R)-5-(1-(1-fluoropropan-2-yl)-1H-benzo[d][1,2,3]triazol-6-yl)-4-methoxy-N-(2-oxaspiro[3.5]nonan-7-yl)pyrrolo[2,1-f][1,2,4]triazin-2-amine FC[C@@H](C)N1N=NC2=C1C=C(C=C2)C=2C=CN1N=C(N=C(C12)OC)NC1CCC2(COC2)CC1